N[C@@H]1C[C@H](CC1)NC(=O)C=1C=C2C(=NNC2=CC1)C1=NC2=C(N1)C=C(C=C2)C2=COC=C2 N-((1S,3S)-3-aminocyclopentyl)-3-(6-(furan-3-yl)-1H-benzo[d]imidazol-2-yl)-1H-indazole-5-carboxamide